CC1=CC(=CS1)C1=NN2C(=NC=3C=CC=CC3C2=N1)N[C@H]1C(NCCCC1)=O (3R)-3-{[2-(5-methylthiophene-3-yl)[1,2,4]triazolo[1,5-c]quinazolin-5-yl]amino}azepan-2-one